OC1CN(C1)C(=O)NC(C(=O)O)CCN(CCCCC1=NC=2NCCCC2C=C1)CCOC1=CC=CC=C1 2-[(3-hydroxyazetidine-1-carbonyl)amino]-4-[2-phenoxyethyl-[4-(5,6,7,8-tetrahydro-1,8-naphthyridin-2-yl)butyl]amino]butanoic acid